N-[4,6-diamino-2-[1-[(2-fluorophenyl) methyl]-1H-pyrazolo[3,4-b]pyridin-3-yl]-5-pyrimidinyl]-N-methylcarbamate NC1=NC(=NC(=C1N(C([O-])=O)C)N)C1=NN(C2=NC=CC=C21)CC2=C(C=CC=C2)F